BrC1=C(C=C(S1)C(C)=O)C 1-(5-bromo-4-methylthiophen-2-yl)ethane-1-one